4-[2-(2-Benzyloxyphenyl)-1-hydroxyethyl]-1,3-dihydroimidazole-2-thione C(C1=CC=CC=C1)OC1=C(C=CC=C1)CC(O)C=1NC(NC1)=S